(8-fluoro-7-(8-fluoronaphthalen-1-yl)-2-((hexahydro-1H-pyrrolizin-7a-yl)methoxy)pyrido[4,3-d]Pyrimidin-4-yl)-6-(methylsulfonyl)-1,4-oxaazepane FC1=C(N=CC2=C1N=C(N=C2C2OCC(CNC2)S(=O)(=O)C)OCC21CCCN1CCC2)C2=CC=CC1=CC=CC(=C21)F